(1-methyl-4-(4-nitrophenyl)piperazin-2-yl)methanol CN1C(CN(CC1)C1=CC=C(C=C1)[N+](=O)[O-])CO